6-(6-(4-((6-(2-(2,6-dioxopiperidin-3-yl)-1,3-dioxoisoindoline-5-yl)-3,6-diazabicyclo[3.1.1]heptane-3-yl)methyl)piperidin-1-yl)pyridazin-3-yl)-1-oxoisoindoline O=C1NC(CCC1N1C(C2=CC=C(C=C2C1=O)N1C2CN(CC1C2)CC2CCN(CC2)C2=CC=C(N=N2)C2=CC=C1CNC(C1=C2)=O)=O)=O